2-methyl-3-(tetrahydro-2H-pyran-4-yl)-5-(5-(trifluoromethyl)-4H-1,2,4-triazol-3-yl)pyridine CC1=NC=C(C=C1C1CCOCC1)C1=NN=C(N1)C(F)(F)F